4-mercaptomethyl-phenylboronic acid pinacol ester SCC1=CC=C(C=C1)B1OC(C)(C)C(C)(C)O1